5-((6-chloro-1-methyl-1H-pyrazolo[3,4-d]pyrimidin-3-yl)amino)-N-(2-cyclohexylethyl)-6-methylnicotinamide ClC1=NC=C2C(=N1)N(N=C2NC=2C(=NC=C(C(=O)NCCC1CCCCC1)C2)C)C